2-(2-benzothiazolyl)-4,6-dibromophenol S1C(=NC2=C1C=CC=C2)C2=C(C(=CC(=C2)Br)Br)O